O=C1CC2C(CN1)CN(C2)C(=O)OC(C)(C)C tert-butyl 6-oxooctahydro-2H-pyrrolo[3,4-c]pyridine-2-carboxylate